N[C@@H]1[C@H](C[C@@](O[C@H]1[C@@H]([C@@H](CNC(CC1=CC=C(C=C1)Cl)=O)O)O)(C(=O)O)OCC1=CC=C(C=C1)OCCC#C)O (2R,4S,5R,6R)-5-amino-2-((4-(but-3-yn-1-yloxy)benzyl)oxy)-6-((1R,2R)-3-(2-(4-chlorophenyl)acetamido)-1,2-dihydroxypropyl)-4-hydroxytetrahydro-2H-pyran-2-carboxylic acid